2-(phenylthio)benzo[d]isothiazol-3(2H)-one 1,1-dioxide C1(=CC=CC=C1)SN1S(C2=C(C1=O)C=CC=C2)(=O)=O